perfluoro-2,3,4-trimethyl-2-pentene FC(C(=C(C(C(F)(F)F)(C(F)(F)F)F)C(F)(F)F)C(F)(F)F)(F)F